diethyl-(1-phenylpropan-2-yl) phosphoramidate P(OC(CC1=CC=CC=C1)C(CC)CC)([O-])(=O)N